[Si](C)(C)(C(C)(C)C)OCC(C(=O)OC)N1C(C2=CC(=CC=C2C1)C1=NC(=NC=C1Cl)Cl)=O methyl 3-((tert-butyldimethylsilyl)oxy)-2-(6-(2,5-dichloropyrimidin-4-yl)-1-oxoisoindolin-2-yl)propanoate